COC=1C(=C(C=C(C1)CCCCC)O)C1C=C(CC[C@H]1C(=C)C)C 3-Methoxy-2-[(6R)-3-methyl-6-prop-1-en-2-ylcyclohex-2-en-1-yl]-5-pentylphenol